COC(C(C=O)C1=CC(=C(C=C1)OC1=CC=CC=C1)OC)=O (3-methoxy-4-phenoxyphenyl)-3-oxopropionic acid methyl ester